N-[3-[[5-Iodo-4-[[3-[(2-thienylcarbonyl)amino]propyl]amino]-2-pyrimidinyl]amino]phenyl]-1-pyrrolidinecarboxamide IC=1C(=NC(=NC1)NC=1C=C(C=CC1)NC(=O)N1CCCC1)NCCCNC(=O)C=1SC=CC1